ClCCC(O)C1=CC=C(C=C1)C 3-chloro-1-(4-methylphenyl)propan-1-ol